2-amino-4-chloro-7-cyclopentyl-N,N-dimethyl-7H-pyrrolo[2,3-d]pyrimidine-6-carboxamide NC=1N=C(C2=C(N1)N(C(=C2)C(=O)N(C)C)C2CCCC2)Cl